1-[3-[4-[3-(Trifluoromethyl)azetidin-1-yl]phenyl]azetidine-1-carbonyl]pyrrolidine-3-carboxamide FC(C1CN(C1)C1=CC=C(C=C1)C1CN(C1)C(=O)N1CC(CC1)C(=O)N)(F)F